O=C1N(N=C(C=C1C(=O)N[C@@H](C(F)(F)F)CO)C1=CC=C(C=C1)OC(F)(F)F)C=1C=NC=CC1 3-Oxo-2-(pyridin-3-yl)-N-[(2R)-1,1,1-trifluoro-3-hydroxypropan-2-yl]-6-[4-(trifluoromethoxy)phenyl]-2,3-dihydropyridazine-4-carboxamide